COC1=C(C=C(C=C1)OC)C(/C=C/[C-]1C=CC=C1)=O.[C-]1(C=CC=C1)\C=C\C(C1=C(C=CC(=C1)OC)OC)=O.[Fe+2] 1,1'-bis[(E)-3-(2,5-dimethoxyphenyl)-3-oxopropenyl]Ferrocene